(S)-N-(4-((R)-1-phenylpyrrolidin-2-yl)thiazol-2-yl)-2-(pyridin-4-ylmethoxy)propanamide C1(=CC=CC=C1)N1[C@H](CCC1)C=1N=C(SC1)NC([C@H](C)OCC1=CC=NC=C1)=O